(2S,4R)-4-methoxy-N-((S,E)-4-(methylsulfonyl)but-3-en-2-yl)-2-phenylpiperidine-1-carboxamide CO[C@H]1C[C@H](N(CC1)C(=O)N[C@@H](C)\C=C\S(=O)(=O)C)C1=CC=CC=C1